C(C)OC(\C=C\C(\C(C)(C)C)=N/OC(C)=O)=O.C(C)C1(COC1)COCCCCCOCC1(COC1)CC 1,3-bis[(3-ethyl-3-oxetylmethoxy)methyl]propane ethyl-(2E,4E)-4-(acetoxyimino)-5,5-dimethylhex-2-enoate